6-bromo-3,3-dimethyl-3,4-dihydronaphthalen-1(2H)-one BrC=1C=C2CC(CC(C2=CC1)=O)(C)C